C(CCCCCCCCC)SCCN 2-(1-decylthio)ethylamine